7-(4-(benzo[d]thiazol-2-yl)phenoxy)-N-hydroxyheptanamide S1C(=NC2=C1C=CC=C2)C2=CC=C(OCCCCCCC(=O)NO)C=C2